BrC1=C(C=CC=C1)C1=CC=C(C=C1)OC 2-bromo-4'-methoxy-1,1'-biphenyl